C1=NC=CC2=CC(=CC=C12)COC1=CC=CC(=N1)C1CCN(CC1)[C@@H](C)C1=NC2=C(N1C[C@H]1OCC1)C=C(C=C2)C(=O)[O-] 2-((S)-1-(4-(6-(isoquinolin-6-ylmethoxy)pyridin-2-yl)piperidin-1-yl)ethyl)-1-(((S)-oxetan-2-yl)methyl)-1H-benzo[d]imidazole-6-carboxylate